CS(=O)(=O)C1=CC=C(OCC([C@H](C[C@H]2C(NCCC2)=O)NC([C@H](CC(C)C)NC(=O)C=2NC3=CC=CC(=C3C2)OC)=O)=O)C=C1 N-[(2S)-1-({(2S)-4-[4-(methanesulfonyl)phenoxy]-3-oxo-1-[(3S)-2-oxopiperidin-3-yl]butan-2-yl}amino)-4-methyl-1-oxopentan-2-yl]-4-methoxy-1H-indole-2-carboxamide